2,2',2''-nitrilotriethanol N(CCO)(CCO)CCO